C(C)OC(=O)C1(C(C1)CCCN1C(C2=CC=CC=C2C1=O)=O)C(=O)OCC (3-(1,3-dioxoisoindolin-2-yl)propyl)cyclopropane-1,1-dicarboxylic acid diethyl ester